4,4'-azobisphenanthroline N(=NC1=CC=NC2=C3N=CC=CC3=CC=C12)C1=CC=NC2=C3N=CC=CC3=CC=C12